CC1(C(OB(O1)C([CH2+])=C)(C)C)C 2-(tetramethyl-1,3,2-dioxaborolan-2-yl)prop-2-en-1-ylium